3-(7-Fluoro-4-oxo-3-phenyl-3,4-dihydrophthalazin-1-yl)-N-methylbenzenesulfonamide FC1=CC=C2C(N(N=C(C2=C1)C=1C=C(C=CC1)S(=O)(=O)NC)C1=CC=CC=C1)=O